C1CCC2=C(C=3CCCC3C=C12)N1N=C(C=C1)OC(NCC1=CN=C(S1)C(C)(C)O)=O (R)- and (S)-(1-(1,2,3,5,6,7-hexahydros-indacen-4-yl)-1H-pyrazol-3-yl)(2-(2-hydroxypropan-2-yl)thiazol-5-yl)methylcarbamate